(E)-N-(4-(4-fluorostyryl)-7-morpholino-5,8-dioxo-5,8-dihydroquinolin-6-yl)valeramide FC1=CC=C(/C=C/C2=CC=NC=3C(C(=C(C(C23)=O)NC(CCCC)=O)N2CCOCC2)=O)C=C1